N-(1-(7-chloro-4-(1H-imidazol-1-yl)quinolin-2-yl)piperidin-3-yl)methanesulfonamide ClC1=CC=C2C(=CC(=NC2=C1)N1CC(CCC1)NS(=O)(=O)C)N1C=NC=C1